2-benzyl-2-chloro-3-(2-chlorophenyl)propan-1-ol C(C1=CC=CC=C1)C(CO)(CC1=C(C=CC=C1)Cl)Cl